1-(1-ethyl)-2-ethylpyridinium C(C)[N+]1=C(C=CC=C1)CC